2,4-dichloroindolo[3,2,1-de]pyrido[4,3,2-gh]phenanthridine ClC1=CC=2N3C=4C(=CC=CC4C4=CC=C(C(C24)=N1)Cl)C1=CC=CC=C13